3-(5-fluoropyrimidin-2-yl)-1,2,3,4,4a,5-hexahydro-7H-benzo[e]pyrazine FC=1C=NC(=NC1)C1NC2C(NC1)=CCCC2